COC=1C=C(C=CC1)CNC(=O)C1=CC=C2NC(C=3N(C2=C1)C(=NN3)C)(C)C N-[(3-methoxyphenyl)-methyl]-1,4,4-trimethyl-5H-[1,2,4]triazolo[4,3-a]quinoxaline-8-carboxylic acid amide